(R)-6-(4-(4H-1,2,4-triazol-3-yl)phenyl)-4-((tetrahydrofuran-2-yl)methyl)-3,4-dihydropyrazino[2,3-b]pyrazin-2(1H)-one N=1N=C(NC1)C1=CC=C(C=C1)C=1N=C2C(=NC1)NC(CN2C[C@@H]2OCCC2)=O